C(C)(C)(C)OC(=O)N1CC(C1)C(=O)C12CC(C1)(C2)CC(=O)NN 3-[3-(2-hydrazino-2-oxo-ethyl)-1-bicyclo[1.1.1]pentanoyl]azetidine-1-carboxylic acid tert-butyl ester